COC(=O)C1[N@@](C1)C(=O)N1CC(CC1)C(=O)O 1-((R)-2-(methoxycarbonyl)aziridine-1-carbonyl)pyrrolidine-3-carboxylic acid